(R)-7'-((1-acetylpiperidin-4-yl)amino)-2'-(3-(3,4-dihydroisoquinolin-2(1H)-yl)-2-hydroxypropyl)-2',3'-dihydro-1'H-spiro[cyclopropane-1,4'-[2,6]naphthyridine]-1'-one C(C)(=O)N1CCC(CC1)NC1=NC=C2C3(CN(C(C2=C1)=O)C[C@@H](CN1CC2=CC=CC=C2CC1)O)CC3